FC(C)(F)[C@@H]1C[C@H](CC1)N1C(C(=CC=C1)NC(C1=C(C=C(C=C1)NS(=O)(=O)CCO)N1CC[Si](CC1)(C)C)=O)=O N-(1-((1S,3S)-3-(1,1-difluoroethyl)cyclopentyl)-2-oxo-1,2-dihydropyridin-3-yl)-2-(4,4-dimethyl-1,4-azasilinan-1-yl)-4-((2-hydroxyethyl)sulfonamido)benzamide